N-(5-cyclopentyl-1H-pyrazol-3-yl)-3-methoxyquinolin-2-amine C1(CCCC1)C1=CC(=NN1)NC1=NC2=CC=CC=C2C=C1OC